tert-butyl (5R)-5-{[2-(benzyloxy)-5-chloropentanoyl] amino}-3,3-difluoropiperidine-1-carboxylate C(C1=CC=CC=C1)OC(C(=O)N[C@@H]1CC(CN(C1)C(=O)OC(C)(C)C)(F)F)CCCCl